((2-(6-(5,6-dihydro-8H-[1,2,4]Triazolo[3,4-c][1,4]oxazin-3-yl)pyridin-2-yl)-6-(isopropyl(methyl)amino)-1-oxo-2,3-Dihydro-1H-pyrrolo[3,4-c]pyridin-4-yl)methyl)(methyl)carbamate N=1N=C(N2C1COCC2)C2=CC=CC(=N2)N2CC=1C(=NC(=CC1C2=O)N(C)C(C)C)COC(NC)=O